3-(2-chloro-4-oxo-4,5-dihydrofuro[2,3-d]pyridazin-7-yl)benzonitrile ClC1=CC2=C(C(=NNC2=O)C=2C=C(C#N)C=CC2)O1